CC1=CC=C(C=C1)C1=NN=C(S1)SC1=CC=CC=C1 5-p-methylphenyl-2-phenylmercapto-1,3,4-thiadiazole